2-(3,4-dimethylphenoxy)-N-phenyl-N-(thiophen-2-ylmethyl)acetamide CC=1C=C(OCC(=O)N(CC=2SC=CC2)C2=CC=CC=C2)C=CC1C